C1NCCC=2C(=CC=CC12)C(=O)N tetrahydroisoquinoline-5-carboxamide